[4-[[(2R)-2-(trifluoromethyl)-pyrrolidin-1-yl]methyl]phenyl]-6,7-dihydro-5H-cyclopenta[b]pyridine-3-carboxylic acid FC([C@@H]1N(CCC1)CC1=CC=C(C=C1)C1=C(C=C2C(=N1)CCC2)C(=O)O)(F)F